4-benzyl-6-methoxy-N-(4-methoxyphenyl)-3,4-dihydroquinoxaline-1(2H)-carboxamide C(C1=CC=CC=C1)N1CCN(C2=CC=C(C=C12)OC)C(=O)NC1=CC=C(C=C1)OC